FC1CN(C1)C=1C=C(C=CC1)[C@@H](C(=O)NC=1SC(=NN1)N[C@H]1CN(CC1)C=1N=NC=CN1)OC (2S)-2-[3-(3-fluoroazetidin-1-yl)phenyl]-2-methoxy-N-[5-[[(3R)-1-(1,2,4-triazin-3-yl)pyrrolidin-3-yl]amino]-1,3,4-thiadiazol-2-yl]acetamide